C(CCC)OC=1C(=O)OCC1 butoxybutenolide